CC(C)C1CCC23C1C4(CCC5C6(CCC(C(C6CCC5(C4(CC2)C)C)(C)C)O)C)OC3=O 3-Hydroxy-28,13-lupanolide